4-(trifluoromethyl)-1-cyclohexene-1-boronic acid pinacol ester FC(C1CC=C(CC1)B1OC(C)(C)C(C)(C)O1)(F)F